(S)-N-(3-(benzo[d][1,3]dioxol-4-yloxy)-3-(5-bromothiophen-2-yl)propyl)-N-butylbutan-1-amine O1COC2=C1C=CC=C2O[C@@H](CCN(CCCC)CCCC)C=2SC(=CC2)Br